C(C)([O-])[O-] ethandiolate